(S)-7-(2-(((2S,7aR)-2-((tert-butyldiphenylsilyl)oxy)hexahydro-1H-pyrrolizin-7a-yl)methoxy)-7-chloro-8-fluoropyrido[4,3-d]pyrimidin-4-yl)-2,7-diazaspiro[4.5]decan-3-one [Si](C1=CC=CC=C1)(C1=CC=CC=C1)(C(C)(C)C)O[C@H]1C[C@]2(CCCN2C1)COC=1N=C(C2=C(N1)C(=C(N=C2)Cl)F)N2C[C@]1(CC(NC1)=O)CCC2